C(CCCCCCC)N(C1=CC=CC2=CC=CC=C12)C1=CC=CC=C1 N-octyl-phenyl-α-naphthylamine